[N+](=O)([O-])C=1C=C(C(=O)NC2=CC=C(C=C2)OC2=CC=CC=C2)C=CC1 3-nitro-N-(4-phenoxyphenyl)benzamide